ClC=1C=NC(=NC1)N1CCC(CC1)CCCOC(C(=O)NC(CO)(CO)CO)C1=C(C=CC=C1F)F 3-[1-(5-chloropyrimidin-2-yl)-4-piperidyl]propoxy-2,6-difluoro-phenyl-N-[2-hydroxy-1,1-bis(hydroxymethyl)ethyl]acetamide